ethyl 1-(6-(4,4,4-trifluorobutyl) pyrazin-2-yl)piperidine-4-carboxylate FC(CCCC1=CN=CC(=N1)N1CCC(CC1)C(=O)OCC)(F)F